N1=CC=C2N1C=CC(=C2)C2=CNC=1N=C(N=CC12)NC1CCC(CC1)NC(C)=O N-((1r,4r)-4-((5-(pyrazolo[1,5-a]pyridin-5-yl)-7H-pyrrolo[2,3-d]pyrimidin-2-yl)amino)cyclohexyl)acetamide